CC1=NC=CC(=C1)C1=C2C(=CN=C1)N(C=C2)CC(=O)NC2=NC=C(C=C2)C2=NC=CN=C2 2-[4-(2-methyl-4-pyridyl)pyrrolo[2,3-c]pyridin-1-yl]-N-(5-pyrazin-2-yl-2-pyridyl)acetamide